1-(4-chlorophenyl)-2-nitropropene ClC1=CC=C(C=C1)C=C(C)[N+](=O)[O-]